O=S1(N(CCC1)C=1C=C(C=CC1)C(=O)N1CCC(CC1)C1=C2C(=NC=C1)NC(=N2)C2CCOCC2)=O [3-(1,1-dioxo-1,2-thiazolidin-2-yl)phenyl]-[4-(2-tetrahydropyran-4-yl-3H-imidazo[4,5-b]pyridin-7-yl)-1-piperidyl]methanone